CC1CCC(CC1)C(COC)(COC)CCC1CCCCC1 2-(4-methylcyclohexyl)-2-(cyclohexylethyl)-1,3-dimethoxypropane